3-isopropyl-5-(piperidin-4-yl)-1H-indole-1-carboxylic acid ethyl ester C(C)OC(=O)N1C=C(C2=CC(=CC=C12)C1CCNCC1)C(C)C